O=C(CC(CC(=O)O)C1=CC=CC=C1)C 5-OXO-3-PHENYL-HEXANOIC ACID